FC1=CC2=C(NCC(O2)C(=O)NC23CC(C2)(C3)N3N=C2C=CC(=CC2=C3)OC)C=C1C(F)(F)F 7-fluoro-N-[3-(5-methoxy-2H-indazol-2-yl)bicyclo[1.1.1]pentan-1-yl]-6-(trifluoromethyl)-3,4-dihydro-2H-1,4-benzoxazine-2-carboxamide